NC1=C(C=C2C(=N1)C=C(N2)CN2CC1=CC(=CC=C1[C@@]21CN(CC1)CC1=CC=C(C=C1)F)F)F (S)-2-((5-Amino-6-fluoro-1H-pyrrolo[3,2-b]pyridin-2-yl)methyl)-5-fluoro-1'-(4-fluorobenzyl)spiro[isoindoline-1,3'-pyrrolidine]